C(C)N(C(OC1=CC(=C(C(=C1)C)Cl)F)=O)CC 4-chloro-3-fluoro-5-methylphenyl N,N-diethylcarbamate